OC(COC1=C(C=C(C=O)C=C1)OC)COC1=C(C=C(C=O)C=C1)OC 4,4'-(2-Hydroxy-propan-1,3-diyl)-bis(oxy)-bis(3-methoxybenzaldehyd)